B([O-])([O-])[O-].[Mn+2].[Fe+2] iron-manganese borate